((5-(4-fluorophenyl)-6-isopropyl-1H-pyrazolo[4,3-g]isoquinolin-8-yl)imino)(methyl)(pyridin-3-yl)-λ6-sulfanone FC1=CC=C(C=C1)C1=C(N=C(C2=CC3=C(C=C12)C=NN3)N=S(=O)(C=3C=NC=CC3)C)C(C)C